6-(1-hydroxyethyl)-4-(4-methoxy-4-methylpiperidin-1-yl)-2-oxo-1,2-dihydro-1,7-naphthyridine-3-carbonitrile OC(C)C=1C=C2C(=C(C(NC2=CN1)=O)C#N)N1CCC(CC1)(C)OC